2-phenyl-1-(1H-pyrrol-3-yl)ethan-1-one C1(=CC=CC=C1)CC(=O)C1=CNC=C1